4-chloro-1-(trans-5-((3-chloro-5-fluorobenzyl)oxy)octahydrocyclopenta[c]pyrrole-2-carbonyl)-1H-pyrazole-3-carboxylic acid ClC=1C(=NN(C1)C(=O)N1CC2C(C1)CC(C2)OCC2=CC(=CC(=C2)F)Cl)C(=O)O